N1=NC(=CC2=C1C1=C(CCC2)C=CC=C1)N1N=C(N=C1N)NC=1C=CC2=C(CCC(CC2)N2CCCC2)C1 1-(6,7-dihydro-5H-benzo[6,7]cyclohepta[1,2-c]pyridazin-3-yl)-N3-(7-(pyrrolidin-1-yl)-6,7,8,9-tetrahydro-5H-benzo[7]annulene-2-yl)-1H-1,2,4-triazole-3,5-diamine